C(C1=CC=CC=C1)(=O)OCNO[C@H]1CN([C@@H](C1)C1=NC2=CC=CC(=C2C(N1C)=O)Cl)C1=NC(=NC(=C1C#N)N)N (((((3r,5s)-5-(5-chloro-3-methyl-4-oxo-3,4-dihydroquinazolin-2-yl)-1-(2,6-diamino-5-cyanopyrimidin-4-yl) pyrrolidin-3-yl) oxy) amino) methyl) benzoate